dichloro(4-chlorophenyl)(phenyl)silane tert-butyl-(3R)-4-[2-(5-chloro-2-fluorophenyl)-3-(pyridazin-4-yl)-3H-imidazo[4,5-b]pyridin-5-yl]-3-methylpiperazine-1-carboxylate C(C)(C)(C)OC(=O)N1C[C@H](N(CC1)C1=CC=C2C(=N1)N(C(=N2)C2=C(C=CC(=C2)Cl)F)C2=CN=NC=C2)C.Cl[Si](C2=CC=CC=C2)(C2=CC=C(C=C2)Cl)Cl